benzyl N-({6-bromo-1-[(2,6-difluorophenyl) methyl]-3-(6-methoxypyridin-3-yl)-2,4-dioxothieno[2,3-d]pyrimidin-5-yl} methyl)-N-methylcarbamate BrC1=C(C2=C(N(C(N(C2=O)C=2C=NC(=CC2)OC)=O)CC2=C(C=CC=C2F)F)S1)CN(C(OCC1=CC=CC=C1)=O)C